BrC=1C=C(C=CC1)C(C1=NN=CN1C)=C1COC1 3-((3-bromophenyl)(oxetan-3-ylidene)methyl)-4-methyl-4H-1,2,4-triazole